NC1=CC(=C(C(=C1)C(F)(F)F)CCCCC(=O)OC)B1OC(C(O1)(C)C)(C)C methyl 5-(4-amino-2-(4,4,5,5-tetramethyl-1,3,2-dioxaborolan-2-yl)-6-(trifluoromethyl)phenyl)pentanoate